2-toluenesulfonic anhydride CC=1C(=CC=CC1)S(=O)(=O)OS(=O)(=O)C=1C(C)=CC=CC1